methyl-1-(2-amino-2-oxoethyl)-4-(((6-(cyclopropyl(4-(trifluoromethyl)benzyl)amino)-5-fluoropyrimidin-4-yl)amino)methyl)piperidine-4-carboxylate COC(=O)C1(CCN(CC1)CC(=O)N)CNC1=NC=NC(=C1F)N(CC1=CC=C(C=C1)C(F)(F)F)C1CC1